7-oxo-3-(trifluoromethyl)-1-((trifluoromethyl) sulfonyl)-4,5,6,7-tetrahydro-1H-indazol-4-yl trifluoromethanesulfonate FC(S(=O)(=O)OC1C=2C(=NN(C2C(CC1)=O)S(=O)(=O)C(F)(F)F)C(F)(F)F)(F)F